The molecule is an all-trans-4-hydroxyretinoic acid in which the 4-hydroxy group has S-configuration. It has a role as a human xenobiotic metabolite. It is a conjugate acid of a (S)-all-trans-4-hydroxyretinoate. CC1=C(C(CC[C@@H]1O)(C)C)/C=C/C(=C/C=C/C(=C/C(=O)O)/C)/C